ClC=1C(=C2C=NNC2=C(C1F)NC(C)C#N)C=1N=CC=2N(C1)C=C(N2)NC(=O)[C@H]2[C@H](C2)F (1S,2S)-N-(6-(5-chloro-7-((1-cyanoethyl)amino)-6-fluoro-1H-indazol-4-yl)imidazo[1,2-a]pyrazin-2-yl)-2-fluorocyclopropane-1-carboxamide